CN(C)CC1(CC1)COC=1N=C(C2=C(N1)CN(CC2)C2=CC(=CC1=CC=C(C(=C21)CC)F)OCOC)O 2-[[1-[(dimethylamino)methyl]cyclopropyl]methoxy]-7-[8-ethyl-7-fluoro-3-(methoxymethoxy)-1-naphthyl]-6,8-dihydro-5H-pyrido[3,4-d]pyrimidin-4-ol